C1(=CC=CC=C1)[C@H](C)N (s)-1-phenyl-ethylamine